Indium iodide [I-].[In+3].[I-].[I-]